ethyl 2-[2-amino-N-[(6-chloro-4-methyl-3-pyridyl)sulfonyl]-6-methyl-anilino]acetate NC1=C(N(S(=O)(=O)C=2C=NC(=CC2C)Cl)CC(=O)OCC)C(=CC=C1)C